C1=CC(=CC=C1C(=O)[O-])Cl The molecule is a chlorobenzoate that is the conjugate base of 4-chlorobenzoic acid. It has a role as a bacterial xenobiotic metabolite. It derives from a benzoate. It is a conjugate base of a 4-chlorobenzoic acid.